O1CCN(CC1)C=1C2=C(N=CN1)NC(=C2)C2=CC=C(C=C2)NC(N[C@@H]2CN(CCC2)C2CN(C2)C(=O)OC(C)(C)C)=O tert-butyl (S)-3-(3-(3-(4-(4-morpholino-7H-pyrrolo[2,3-d]pyrimidin-6-yl)phenyl)ureido)piperidin-1-yl)azetidine-1-carboxylate